(4-(5-methyl-7H-pyrrolo[2,3-d]pyrimidin-4-yl)-3,4-dihydro-2H-1,4-thiazin-6-yl)((4aS,7aS)-octahydro-6H-pyrrolo[3,4-b]pyridin-6-yl)methanone hydrochloride Cl.CC1=CNC=2N=CN=C(C21)N2CCSC(=C2)C(=O)N2C[C@H]1NCCC[C@H]1C2